(6-methylbenzo[d]oxazol-2-yl)methyl mercaptan CC1=CC2=C(N=C(O2)CS)C=C1